N-(1-(1H-indol-3-yl)hexan-2-yl)-6-(3-hydroxy-3-methylpyrrolidin-1-yl)benzo[b]thiophene-2-Carboxamide N1C=C(C2=CC=CC=C12)CC(CCCC)NC(=O)C1=CC2=C(S1)C=C(C=C2)N2CC(CC2)(C)O